C1(OC(C2=CC3=C(C(OC3=O)=O)C=C21)=O)=O 1h,3h-furo[3,4-f][2]benzofuran-1,3,5,7-tetraone